CC1CCN(CC1)C(=O)C1=CC=C(C=C1)NC1=CC(=NN1)C1=CC=C(S1)C#N 5-(5-(4-(4-methylpiperidin-1-ylcarbonyl)phenylamino)-1H-pyrazol-3-yl)thiophene-2-carbonitrile